6-chloro-4-(4-(3-fluorophenoxy)piperidin-1-yl)-1-methyl-2-oxo-1,2-dihydro-1,5-naphthyridine-3-carbonitrile ClC=1N=C2C(=C(C(N(C2=CC1)C)=O)C#N)N1CCC(CC1)OC1=CC(=CC=C1)F